5-isopropyl-3,8-dimethylazulen-1-yl-(naphthalen-2-yl)sulfane C(C)(C)C1=CC2=C(C=C(C2=C(C=C1)C)SC1=CC2=CC=CC=C2C=C1)C